4-Heptacosenoic acid C(CCC=CCCCCCCCCCCCCCCCCCCCCCC)(=O)O